FC1(CCN(CC1)C1(C(NC2=C(C=CC=C12)C(F)(F)F)=O)C1=CC=C(C=C1)O)F 3-(4,4-difluoropiperidin-1-yl)-3-(4-hydroxyphenyl)-7-(trifluoromethyl)indolin-2-one